O1CCC(CC1)CN1C(C(=CC1=O)OC1=CC=C(C=C1)C)=O 1-((tetrahydro-2H-pyran-4-yl)methyl)-3-(p-tolyloxy)-1H-pyrrole-2,5-dione